1,2-benzoquinone-ethylamine C1(C(C(=CC=C1)CCN)=O)=O